COC=1C=C2N=CC(=NC2=CC1)N1C[C@H](N([C@H](C1)C)C(=O)OC1CC2(CN(C2)CC2=CC=NC=C2)C1)C 2-(pyridin-4-ylmethyl)-2-azaspiro[3.3]heptan-6-yl (2R,6S)-4-(6-methoxyquinoxalin-2-yl)-2,6-dimethylpiperazine-1-carboxylate